COC1=CC(=NC=N1)OCC1=C(N=NN1C)C1=CC=C(C(=N1)C)OC1CC(CCCC1)C(=O)O (±)-3-((6-(5-(((6-methoxypyrimidin-4-yl)oxy)methyl)-1-methyl-1H-1,2,3-triazol-4-yl)-2-methylpyridin-3-yl)oxy)cycloheptane-1-carboxylic acid